O=C1OC2=C(C=C1)C=CC(=C2)C=2C(=C(C(=O)O)C=CC2)P(=O)(OC2=CC=CC=C2)OC2=CC=CC=C2 2-oxo-2H-benzopyran-7-yl-2-(diphenylphosphono)benzoic acid